ClC=1C=CC2=C(N=C(S2)C2=NC=CC=C2)C1 5-chloro-2-(Pyridin-2-yl)benzo[d]thiazole